NCC#CC1=CC=C(C=C1)NC(CCCCCNC(C1=C(C=C(C=C1)NC=1N=CC2=C(C3=C(C(=NC2)C2=C(C=CC=C2OC)F)C=C(C=C3)Cl)N1)OC)=O)=O N-(6-((4-(3-aminoprop-1-yn-1-yl)phenyl)amino)-6-oxohexyl)-4-((9-chloro-7-(2-fluoro-6-methoxyphenyl)-5H-benzo[c]pyrimido[4,5-e]azepin-2-yl)amino)-2-methoxybenzamide